FC=1C=C2C=CC=C(C2=CC1)C1(CC1)NC(=O)C=1C=C(OC[C@H]2N(CC2)C(=O)OC(C)(C)C)C=CC1C (S)-tert-Butyl 2-((3-((1-(6-fluoronaphthalen-1-yl)cyclopropyl) carbamoyl)-4-methylphenoxy)methyl)azetidine-1-carboxylate